C(=O)(O)COC=1C(=[N+](ON1)[O-])C 4-(carboxymethoxy)-3-methyl-1,2,5-oxadiazole 2-oxide